OC1=C(C(=O)NC=2C=C(C(=O)O)C=C(C2)NC(C2=C(C(=CC(=C2)O)CC(=O)O)O)=O)C=C(C=C1CC(=O)O)O 3,5-bis(2,5-dihydroxy-3-carboxymethylbenzoylamino)benzoic acid